C(#N)C1(CC1)NS(=O)(=O)C1=CC=C2C3=C(NC2=C1)N=CN=C3N3C[C@@H](N(CC3)C)C (S)-N-(1-cyanocyclopropyl)-4-(3,4-dimethylpiperazin-1-yl)-9H-pyrimido[4,5-b]indole-7-sulphonamide